C12CC(CC2C1)OC1=C(C=C(C=C1F)NC(=O)C=1N=C(SC1CCF)N1CC(C1)(C)OC)F N-(4-(bicyclo[3.1.0]hexan-3-yloxy)-3,5-difluorophenyl)-5-(2-fluoroethyl)-2-(3-methoxy-3-methylazetidin-1-yl)thiazole-4-carboxamide